C1(CC1)CN1CCC(CC1)N(C=1C=C(C=CC1)O)C1=CSC=C1 3-((1-(cyclopropylmethyl)piperidin-4-yl)(thiophen-3-yl)amino)phenol